Tert-butyl 4-(4-(5-(4-(4-butyl-1H-1,2,3-triazol-1-yl)phenyl)-1,3,4-oxadiazol-2-yl)phenyl)piperidine-1-carboxylate C(CCC)C=1N=NN(C1)C1=CC=C(C=C1)C1=NN=C(O1)C1=CC=C(C=C1)C1CCN(CC1)C(=O)OC(C)(C)C